1-(7-Chloro-1H-indole-2-carbonyl)-3,3-dimethyl-1,3-azasilolidine-5-carboxylic acid ClC=1C=CC=C2C=C(NC12)C(=O)N1C[Si](CC1C(=O)O)(C)C